The molecule is an aromatic ether that is 4-methoxyphenol in which one of the hydrogens ortho- to the phenolic hydroxy group is replaced by a tert-butyl group. It has a role as an antioxidant and a human xenobiotic metabolite. It is a member of phenols and an aromatic ether. CC(C)(C)C1=C(C=CC(=C1)OC)O